COC1=CC=C(CC=2N=NC(=C(C2C)SC)CC2=CC=C(C=C2)OC)C=C1 3,6-bis(4-methoxybenzyl)-4-methyl-5-(methylthio)pyridazine